BrC1=CC=C(C=C1)CCCCCCC1=CC=C(C=C1)Br 1,6-bis(4-bromophenyl)hexane